C(C)C1(CCC(CC1)CNC1=C(C=C(C=C1)S(=O)(=O)N)[N+](=O)[O-])O 4-(((4-ethyl-4-hydroxycyclohexyl)methyl)amino)-3-nitrobenzenesulfonamide